N-{[2-(2-chloro-5-fluorophenyl)-4-(2-hydroxyethyl)-6-oxopiperidin-3-yl]methyl}-3-fluoro-5-(trifluoromethyl)benzamide ClC1=C(C=C(C=C1)F)C1NC(CC(C1CNC(C1=CC(=CC(=C1)C(F)(F)F)F)=O)CCO)=O